CC1CN(CCN1)C2=C(C=C3C(=C2OC)N(C=C(C3=O)C(=O)O)C4CC4)F The molecule is a monocarboxylic acid that is 4-oxo-1,4-dihydroquinoline-3-carboxylic acid which is substituted on the nitrogen by a cyclopropyl group and at positions 6, 7, and 8 by fluoro, 3-methylpiperazin-1-yl, and methoxy groups, respectively. Gatifloxacin is an antibiotic of the fourth-generation fluoroquinolone family, that like other members of that family, inhibits the bacterial topoisomerase type-II enzymes. It has a role as an antiinfective agent, an EC 5.99.1.3 [DNA topoisomerase (ATP-hydrolysing)] inhibitor and an antimicrobial agent. It is a quinolinemonocarboxylic acid, a N-arylpiperazine, an organofluorine compound, a quinolone and a quinolone antibiotic.